(7S)-4,7-difluoro-7-isopropyl-N-[(1R)-1-(6-pyridazin-4-yl-3-pyridyl)-3-[(2R,6S)-2,6-dimethyl-1-piperidyl]propyl]-6,8-dihydro-5H-acridine-2-carboxamide FC1=CC(=CC2=CC=3C[C@@](CCC3N=C12)(C(C)C)F)C(=O)N[C@H](CCN1[C@@H](CCC[C@@H]1C)C)C=1C=NC(=CC1)C1=CN=NC=C1